1-[4-[(1R,2R)-6-hydroxy-2-(2,2,2-trifluoroethyl)tetralin-1-yl]phenyl]piperidine-4-carbaldehyde OC=1C=C2CC[C@@H]([C@@H](C2=CC1)C1=CC=C(C=C1)N1CCC(CC1)C=O)CC(F)(F)F